1-((5,7-dioxaspiro[2.5]octan-6-yl)methyl)-N-(4-(cyclopropylethynyl)-2-(dimethylamino)phenyl)-N-methyl-1H-1,2,3-triazole-4-carboxamide C1CC12COC(OC2)CN2N=NC(=C2)C(=O)N(C)C2=C(C=C(C=C2)C#CC2CC2)N(C)C